FC(N1N=CC(=C1)N1N=CC2=CC(=C(C=C12)OC1C=2C=CC(=CC2CCC1)C#N)C)F 5-((1-(1-(difluoromethyl)-1H-pyrazol-4-yl)-5-methyl-1H-indazol-6-yl)oxy)-5,6,7,8-tetrahydronaphthalene-2-carbonitrile